6-(5-(5-(2,5-difluorophenyl)-4,5-dihydro-1H-pyrazole-1-carbonyl)hexahydrocyclopenta[c]pyrrol-2(1H)-yl)pyrimidine-4-carbonitrile FC1=C(C=C(C=C1)F)C1CC=NN1C(=O)C1CC2C(CN(C2)C2=CC(=NC=N2)C#N)C1